N-(1-(oxetan-3-yl)-3-(pyridin-2-yl)-1H-pyrazol-4-yl)-2-(1H-pyrazol-4-yl)thiazole-4-carboxamide O1CC(C1)N1N=C(C(=C1)NC(=O)C=1N=C(SC1)C=1C=NNC1)C1=NC=CC=C1